C(C)(=O)C1N(C2=CC=CC=C2C12CC2)C acetyl-1'-methyl-spiro[cyclopropane-1,3'-indoline]